4-chlorobenzyl-(1S,3R)-1-(2,4-dichlorophenyl)-1,2,3,4-tetrahydro-β-carboline-3-carboxamide ClC1=CC=C(C[C@]2(N[C@H](CC=3C4=CC=CC=C4NC23)C(=O)N)C2=C(C=C(C=C2)Cl)Cl)C=C1